NC=1SC(=CN1)C(=O)NC1=C(C(=CC(=C1)C(NC1=NC=C(C=C1)OC1CC1)=O)F)C 2-Amino-N-[5-[(5-cyclopropyloxypyridin-2-yl)carbamoyl]-3-fluoro-2-methylphenyl]-1,3-thiazole-5-carboxamide